4-{(1-{4-[(3S)-2,3-dihydro[1,4]dioxino[2,3-b]pyridin-3-yl]benzyl}piperidin-4-yl)methyl}benzoic acid O1C[C@@H](OC2=NC=CC=C21)C2=CC=C(CN1CCC(CC1)CC1=CC=C(C(=O)O)C=C1)C=C2